1-(6-((tert-butoxy-carbonyl)amino)-4-methylpyridin-3-yl)-6-chloro-7-(3,4-dihydro-2,6-naphthyridin-2(1H)-yl)-4-oxo-1,4-dihydro-1,8-naphthyridine-3-carboxylic acid C(C)(C)(C)OC(=O)NC1=CC(=C(C=N1)N1C=C(C(C2=CC(=C(N=C12)N1CC2=CC=NC=C2CC1)Cl)=O)C(=O)O)C